2-NITRONICOTINALDEHYDE [N+](=O)([O-])C1=C(C=O)C=CC=N1